CN1N=NC(=C1NC(O[C@H](C)C=1C(=NC=CC1)Cl)=O)C1=CC2=C(NC(CCC2)=O)C=C1 (R)-1-(2-chloropyridin-3-yl)ethyl (1-methyl-4-(2-oxo-2,3,4,5-tetrahydro-1H-benzo[b]azepin-7-yl)-1H-1,2,3-triazol-5-yl)carbamate